2,2,2-trichloroethyl (3-methyl-2-(trifluoromethyl)-6,7-dihydro-5H-cyclopenta[b]pyridin-4-yl)carbamate CC=1C(=C2C(=NC1C(F)(F)F)CCC2)NC(OCC(Cl)(Cl)Cl)=O